indanone C1CC(=O)C2=CC=CC=C21